N-Methoxy-1-[[4-[5-(trifluoromethyl)-1,2,4-oxadiazol-3-yl]phenyl]methyl]pyrazol-4-carboxamid CONC(=O)C=1C=NN(C1)CC1=CC=C(C=C1)C1=NOC(=N1)C(F)(F)F